CC1=CC=C(C=C1)S(=O)(=O)O[C@H](CO[Si](C)(C)C(C)(C)C)COCCCCCCCCCCCCCCCCCC (S)-1-((tert-butyldimethylsilyl)oxy)-3-(octadecyloxy)propan-2-yl 4-methylbenzenesulfonate